C1(CC1)S(=O)(=O)NC=1SC=C(N1)C(C(=O)NC1=C(C=C(C=C1)C=1C=NC=C(C1)F)F)(C)C 2-(2-(cyclopropanesulfonylamino)thiazol-4-yl)-N-(2-fluoro-4-(5-fluoropyridin-3-yl)phenyl)-2-methylpropanamide